tert-Butyl N-[3-cyano-7-fluoro-4-[5-fluoro-3-[[(3R)-4-methylmorpholin-3-yl]methoxy]-7,9-dihydrofuro[3,4-f]quinazolin-6-yl]thieno[3,2-c]pyridin-2-yl]carbamate C(#N)C1=C(SC2=C1C(=NC=C2F)C=2C1=C(C=3C=NC(=NC3C2F)OC[C@@H]2N(CCOC2)C)COC1)NC(OC(C)(C)C)=O